C(CCCCCC)OCOCC\C=C/CC[Mg]Cl (3Z)-6-(heptoxymethoxy)-3-hexenyl-magnesium chloride